C(C1=CC=CC=C1)N(C1=C(C=CC(=N1)C=O)[N+](=O)[O-])C1CCCC1 6-[benzyl(cyclopentyl)amino]-5-nitro-pyridine-2-carbaldehyde